NC1(CCN(CC1)N1N=C(C=2C1=NC=NC2C(=O)O)C2=C(C(=CC=C2)Cl)Cl)C=2C=NC(=CC2)OC (4-Amino-4-(6-methoxypyridin-3-yl)piperidin-1-yl)-3-(2,3-dichlorophenyl)-1H-pyrazolo[3,4-d]pyrimidine-4-carboxylic acid